2-((5-bromo-2-chloropyridin-3-yl)oxy)-1-(6-methoxypyridin-3-yl)ethan-1-ol BrC=1C=C(C(=NC1)Cl)OCC(O)C=1C=NC(=CC1)OC